N-((5-phenylpyridin-2-yl)methyl)tetrahydro-2H-pyran-3-amine C1(=CC=CC=C1)C=1C=CC(=NC1)CNC1COCCC1